C(C)OC(C)N1N=CC(=C1)C=1C=CC=2N(C1C(=C)C)N=C(N2)N 6-(1-(1-ethoxyethyl)-1H-pyrazol-4-yl)-5-(prop-1-en-2-yl)-[1,2,4]triazolo[1,5-a]pyridin-2-amine